BrCC(=O)C=1SC=CC1 2-bromo-1-(2-thienyl)ethanone